3,8,8-trimethyl-6-methylenoctahydro-1H-3a,7-methanoazulen CC1CCC2C(C3C(CCC12C3)=C)(C)C